O[C@@H]1C[C@H](N(C1)C(C(C(C)C)C1=CC(=NO1)C)=O)C(=O)N[C@@H](C)C1=CC=C(C=C1)C1=C(N=CS1)C(=O)O 5-(4-((1S)-1-((2S,4R)-4-hydroxy-1-(3-methyl-2-(3-methylisoxazol-5-yl)butanoyl)pyrrolidine-2-carboxamido)ethyl)phenyl)thiazole-4-carboxylic acid